C(#N)[C@H](CC1=C(C=C(C=C1)C=1C=CC2=C(N(C(O2)=O)C)C1)F)NC(=O)[C@H]1OC[C@H](CNC1)NC (2S,6S)-N-((S)-1-cyano-2-(2-fluoro-4-(3-methyl-2-oxo-2,3-dihydrobenzo[d]oxazol-5-yl)phenyl)ethyl)-6-(methylamino)-1,4-oxazepane-2-carboxamide